N[C@@H](CC(=O)O)C(=O)N[C@@H](CS)C(=O)O L-aspartyl-L-cysteine